C(C)(C)(C)OC(=O)N1CCN(CC1)C1=NC=C(C=C1)N 4-(5-Amino-pyridin-2-yl)-piperazine-1-carboxylic Acid tert-butyl Ester